CC1=C(C(=O)N(C2CNCCC2)C2=NC=CC3=CC=CC(=C23)C)C=CC(=C1)C=1N=NN(C1)C 2-methyl-4-(1-methyl-1H-1,2,3-triazol-4-yl)-N-(8-methylisoquinolin-1-yl)-N-(piperidin-3-yl)benzamide